C(C)(C)(C)C1=CC(=C(C=C1)O)Br 4-tertiary butyl-2-bromophenol